[6,7-dimethyl-3-[2-(oxetan-3-yl)-4-pyridyl]-4-oxo-phthalazin-1-yl] trifluoromethanesulfonate FC(S(=O)(=O)OC1=NN(C(C2=CC(=C(C=C12)C)C)=O)C1=CC(=NC=C1)C1COC1)(F)F